OCCN1CN(CN(C1)CCO)CCO hexahydro-1,3,5-tris(2-hydroxyethyl)-s-triazine